ONC(/C=C/C1=C(C=CC=C1)NC(C1=CC(=C(C=C1)N1N=NN=C1)C)=O)=O (E)-N-(2-(3-(hydroxyamino)-3-oxoprop-1-en-1-yl)phenyl)-3-methyl-4-(1H-tetrazol-1-yl)benzamide